ditridecyl-phosphorus C(CCCCCCCCCCCC)[P]CCCCCCCCCCCCC